phenylquinquephenyl C1(=CC=CC=C1)C1=C(C=CC=C1)C=1C(=CC=CC1)C=1C(=CC=CC1)C=1C(=CC=CC1)C1=CC=CC=C1